1-([1,1'-biphenyl]-4-yl)-3-(1,1-dioxido-2,3-dihydrothiophen-3-yl)urea C1(=CC=C(C=C1)NC(=O)NC1CS(C=C1)(=O)=O)C1=CC=CC=C1